N-tetradecyl-2-(3,4-di-t-butylcarbonyloxy-phenyl)-3,5,7-tri-t-butylcarbonyloxy-quinolin-4-one C(CCCCCCCCCCCCC)N1C(=C(C(C2=C(C=C(C=C12)OC(=O)C(C)(C)C)OC(=O)C(C)(C)C)=O)OC(=O)C(C)(C)C)C1=CC(=C(C=C1)OC(=O)C(C)(C)C)OC(=O)C(C)(C)C